CC1=C(C(=CC=C1)C)OC1=C(C=CC=C1C)C 2,6-dimethyl-phenylether